tert-butyl (3R)-4-(5-cyano-2-pyridinyl)-3-methyl-piperazine-1-carboxylate C(#N)C=1C=CC(=NC1)N1[C@@H](CN(CC1)C(=O)OC(C)(C)C)C